5-(1-((5-(5-(Difluoromethyl)-1,3,4-oxadiazol-2-yl)pyridin-2-yl)methyl)-1H-1,2,3-triazol-4-yl)-2-oxospiro[indoline-3,3'-pyrrolidine]-1'-carboxylic acid tert-butyl ester C(C)(C)(C)OC(=O)N1CC2(CC1)C(NC1=CC=C(C=C12)C=1N=NN(C1)CC1=NC=C(C=C1)C=1OC(=NN1)C(F)F)=O